sodium cyanoboranuide C(#N)[BH3-].[Na+]